tert-butyl 4-(3-((4-(3-(4-chloro-3-cyclopropyl-1H-pyrrolo[2,3-b]pyridin-5-yl)phenyl)-3-oxopiperazin-1-yl)methyl)cyclobutyl)piperazine-1-carboxylate ClC1=C2C(=NC=C1C=1C=C(C=CC1)N1C(CN(CC1)CC1CC(C1)N1CCN(CC1)C(=O)OC(C)(C)C)=O)NC=C2C2CC2